(1aR,5aR)-2-Pyrazin-2-yl-1a,2,5,5a-tetrahydro-1H-2,3-diaza-cyclopropa[a]pentalene-4-carboxylic acid (1-pyridin-2-yl-cyclopropyl)-amide N1=C(C=CC=C1)C1(CC1)NC(=O)C=1C=2C[C@@H]3[C@H](C2N(N1)C1=NC=CN=C1)C3